C(C=C)(=O)N1[C@@H](C=2NC3=CC=C(C=C3C2C[C@H]1C(=O)OC)OCC#C)C1=CC2=C(OCO2)C=C1 methyl (1R,3S)-2-acryloyl-1-(benzo[d][1,3]dioxol-5-yl)-6-(prop-2-yn-1-yloxy)-2,3,4,9-tetra-hydro-1H-pyrido[3,4-b]indole-3-carboxylate